Cl.COC1=NN(C=C1CN)C=1C=NC(=NC1)C(F)(F)F (3-methoxy-1-(2-(trifluoromethyl)pyrimidin-5-yl)-1H-pyrazol-4-yl)methylamine hydrochloride